BrC1=C(C=C(C=C1)[C@@H]1[C@H](C1)NC(N([C@H]1CN(CCC1)C=1N=NC=CC1)C1CC1)=O)C 3-[(1S,2R)-2-(4-bromo-3-methylphenyl)cyclopropyl]-1-cyclopropyl-1-[(3R)-1-(pyridazin-3-yl)piperidin-3-yl]urea